(1R,3S)-3-(3-{[(5-methyl-1,3-oxazol-2-yl)acetyl]amino}-1H-pyrazol-5-yl)cyclopentyl(4-methyltetrahydro-2H-pyran-4-yl)carbamate CC1=CN=C(O1)CC(=O)NC1=NNC(=C1)[C@@H]1C[C@@H](CC1)N(C([O-])=O)C1(CCOCC1)C